N-[(3-{1-[(1-ethyl-3-piperidyl)carbonyl]-4-piperidyl}-1H-1,2,4-triazol-5-yl)methyl]-3-amino-2-pyrazinecarboxamide C(C)N1CC(CCC1)C(=O)N1CCC(CC1)C1=NNC(=N1)CNC(=O)C1=NC=CN=C1N